O=C(C(=O)O)N1CC(CCC1)N1C(N(C=2C=NC=CC21)C2=CC=C(C=C2)OC2=CC=CC=C2)=O 2-oxo-2-(3-(2-oxo-3-(4-phenoxyphenyl)-2,3-dihydro-1H-imidazo[4,5-c]pyridin-1-yl)piperidin-1-yl)acetic acid